ClC1=C(C(=O)N2CCC(CC2)C(=O)N[C@@H]2CNC[C@H]2O)C=CC(=C1)NC(=O)C=1N(C(=CN1)C1=C(C(=C(C=C1)OC(F)F)F)F)C 1-[2-chloro-4-[[5-[4-(difluoromethoxy)-2,3-difluoro-phenyl]-1-methyl-imidazole-2-carbonyl]amino]benzoyl]-N-[(3R,4R)-4-hydroxypyrrolidin-3-yl]piperidine-4-carboxamide